OC1=CC=C(CC=2C=C(C=C(C2O)CC2=CC=C(C=C2)O)C(C)(C)C2=CC=C(C=C2)C(C)(C2=CC(=C(C(=C2)CC2=CC=C(C=C2)O)O)CC2=CC=C(C=C2)O)C2=CC(=C(C(=C2)CC2=CC=C(C=C2)O)O)CC2=CC=C(C=C2)O)C=C1 4,4'-[1-{4-[1-(3,5-bis(4-hydroxybenzyl)-4-hydroxyphenyl)-1-methylethyl]phenyl}ethylidene]bis[2,6-bis(4-hydroxybenzyl)phenol]